C(O)(O)=O.C(C1=CC=CO1)CC1=CC=CO1 bifurfuryl carbonate